2-(2,4-dioxo-1,4-dihydroquinazolin-3(2H)-yl)-N-(pyridin-3-ylmethyl)acetamide O=C1NC2=CC=CC=C2C(N1CC(=O)NCC=1C=NC=CC1)=O